(8-bromo-2-ethylimidazo[1,2-a]pyridin-3-yl)(3,4,5-trifluorophenyl)methanone BrC=1C=2N(C=CC1)C(=C(N2)CC)C(=O)C2=CC(=C(C(=C2)F)F)F